FC(C=1C=NN(C1)CC)(F)F 2-(4-(trifluoromethyl)-1H-pyrazol-1-yl)ethane